(2S)-[3-(difluoromethoxy)phenyl]-2-methoxy-N-[5-[[(3R)-1-(6-methylpyridazin-3-yl)pyrrolidin-3-yl]amino]-1,3,4-thiadiazol-2-yl]acetamide FC(OC=1C=C(C=CC1)[C@@H](C(=O)NC=1SC(=NN1)N[C@H]1CN(CC1)C=1N=NC(=CC1)C)OC)F